D-ribofuranosyl-(2,6-diaminopyrimidine) C1([C@H](O)[C@H](O)[C@H](O1)CO)C1=NC(=NC(=C1)N)N